FC(C1=CC=C(C=N1)C1=CC=CC=2[C@@H](CCOC21)CNC(OC(C)(C)C)=O)(F)F tert-butyl N-{[(4R)-8-[6-(trifluoromethyl)pyridin-3-yl]-3,4-dihydro-2H-1-benzopyran-4-yl]methyl}carbamate